Cl.ClC1=C(C=CC(=C1)C(F)(F)F)C=1OC2=C(C(C1)=O)C(=CC(=C2[C@H]2[C@@](N(CC2)C)(O)C)O)O (+)-trans-2-(2-chloro-4-trifluoromethylphenyl)-5,7-dihydroxy-8-(2-hydroxy-methyl-1-methylpyrrolidin-3-yl)-benzopyran-4-one hydrochloride